4-menthyl benzoate C(C1=CC=CC=C1)(=O)OC1(CCC(CC1)C)C(C)C